ClC=1C(=NC=C(C1)C(NC=1SC(=C(N1)C=1SC=C(C1)Cl)N1CCN(CC1)C1CCCCC1)=O)N1CCC(CC1)C(=O)O 1-(3-chloro-5-{[4-(4-chloro-2-thienyl)-5-(4-cyclohexyl-1-piperazinyl)-2-thiazolyl]carbamoyl}-2-pyridinyl)-4-piperidinecarboxylic acid